6-(1,4-Diazepan-1-yl)-N-(2,6-dimethylpyridin-4-yl)pyridine-2-carboxamide N1(CCNCCC1)C1=CC=CC(=N1)C(=O)NC1=CC(=NC(=C1)C)C